4,4'-(1,3-phenylenebis(1H-1,2,3-triazole-4,1-diyl))bis(2-hydroxybenzoic acid) C1(=CC(=CC=C1)C=1N=NN(C1)C1=CC(=C(C(=O)O)C=C1)O)C=1N=NN(C1)C1=CC(=C(C(=O)O)C=C1)O